CNC(CO)(C)C N-methyl-2-amino-2-methyl-propanol